FC1=CC=C(C(=O)N2CC=3N(C4=CC=CC=C4C3CC2)CC2=CC=C(C(=O)NO)C=C2)C=C1 4-[2-(4-fluorobenzoyl)-2,3,4,9-tetrahydro-1H-β-carbolin-9-ylmethyl]-N-hydroxybenzoamide